(R)-5-ethyl-6-(2-methoxy-4-(trifluoromethyl)phenyl)-N-(1-methylpiperidin-3-yl)-1,2,4-triazin-3-amine C(C)C=1N=C(N=NC1C1=C(C=C(C=C1)C(F)(F)F)OC)N[C@H]1CN(CCC1)C